2-{3,5-bis([9H]-carbazol-9-yl)-phenyl}-4,6-diphenyl-benzoxazole C1=CC=CC=2C3=CC=CC=C3N(C12)C=1C=C(C=C(C1)N1C2=CC=CC=C2C=2C=CC=CC12)C=1OC2=C(N1)C(=CC(=C2)C2=CC=CC=C2)C2=CC=CC=C2